hydroxymethyl-carboxylic acid OCC(=O)O